N-(5-cyano-4-(((R)-1-(methylthio)propan-2-yl)amino)pyridin-2-yl)-7-formyl-6-(((R)-3-methoxy-2-oxopyrrolidin-1-yl)methyl)-3,4-dihydro-1,8-naphthyridine-1(2H)-carboxamide C(#N)C=1C(=CC(=NC1)NC(=O)N1CCCC2=CC(=C(N=C12)C=O)CN1C([C@@H](CC1)OC)=O)N[C@@H](CSC)C